(4-chlorophenyl)-2-pyridone ClC1=CC=C(C=C1)C=1C(NC=CC1)=O